C[C@@H]1CN(CCN1C=1C=CC=2N=CN=C(C2N1)NC1=CC(=C(C=C1)OC1=CC=2N(C=C1)N=CN2)C)C(=O)OC(C)(C)C tert-butyl (3R)-3-methyl-4-{4-[(3-methyl-4-{[1,2,4]triazolo[1,5-a]pyridin-7-yloxy}phenyl)amino]pyrido[3,2-d]pyrimidin-6-yl}piperazine-1-carboxylate